NC=1C=C(C=C2C=C(N=CC12)NC(=O)[C@H]1[C@@H](C1)C#N)N1C(OC2=C1C=CC=C2)=O trans-N-[8-amino-6-(2-oxo-1,3-benzoxazol-3-yl)-3-isoquinolyl]-2-cyano-cyclopropane-1-carboxamide